6-hydroxy-2-phenylthieno[2,3-b]pyridine-5-carboxylic acid OC1=C(C=C2C(=N1)SC(=C2)C2=CC=CC=C2)C(=O)O